FC(C=1OC(=NN1)C1=CC=C(C=C1)CN1N=NC(=C1)C1=CC(=C(C=C1)F)N1CCN(CC1)C)F 2-(difluoromethyl)-5-(4-((4-(4-fluoro-3-(4-methylpiperazin-1-yl)phenyl)-1H-1,2,3-triazol-1-yl)methyl)phenyl)-1,3,4-oxadiazole